(2Z)-N-(5-chloro-2-methylpyridin-3-yl)-2-fluoro-3-(3-methyl-1H-indazol-6-yl)prop-2-enamide ClC=1C=C(C(=NC1)C)NC(/C(=C/C1=CC=C2C(=NNC2=C1)C)/F)=O